N-(2-(dimethylamino)ethyl)-3-(1-(4-methyl-2-(p-tolyl)-2H-indazol-7-yl)piperidin-4-yl)propanamide CN(CCNC(CCC1CCN(CC1)C1=CC=C(C2=CN(N=C12)C1=CC=C(C=C1)C)C)=O)C